CC=1C(=C(C=C(C1)C(F)(F)F)O)C=1N=NC(=CC1)NC[C@H]1NCCCC1 (S)-3-methyl-2-(6-((piperidin-2-ylmethyl)amino)pyridazin-3-yl)-5-(trifluoromethyl)phenol